O=C1OC(=NN1C1=C(C#N)C=CC=C1)C(F)(F)F 2-(2-oxo-5-(trifluoromethyl)-1,3,4-oxadiazole-3(2H)-yl)benzonitrile